L-2-aminobutane NC(C)CC